5-(2-(tert-butylamino)-1,1-difluoro-2-oxoethyl)-N-(4-fluoro-3-methylphenyl)-1-methyl-1H-pyrrole-3-carboxamide C(C)(C)(C)NC(C(F)(F)C1=CC(=CN1C)C(=O)NC1=CC(=C(C=C1)F)C)=O